NCCC(=O)OC(CCCCCCCCCCC)=O lauroyl β-alaninate